ClC1=CC(=C(C=C1)NS(=O)(=O)C1=CC=C(C=C1)C)C#CC1=CC=CC=C1 N-[4-chloro-2-(phenylethynyl)phenyl]-4-methylbenzenesulfonamide